CN1CCN(CC1)C1=CC=C(C=C1)NC=1N=C(C2=C(N1)SC=C2)NC2=CC=CC(=N2)C(C)(C)O 2-(6-((2-((4-(4-methylpiperazin-1-yl)phenyl)amino)thieno[2,3-d]pyrimidin-4-yl)amino)pyridine-2-yl)propan-2-ol